C(C)(C)(C)C=1C=C(C(=O)OCCCCCC(C)C)C=C(C1O)C(C)(C)C isooctyl 3,5-di-tert-butyl-4-hydroxy-benzoate